CN1N=CC(=C1)C1=CN2C(S1)=C(C=N2)C(=O)O 2-(1-methyl-1H-pyrazol-4-yl)pyrazolo[5,1-b]thiazole-7-carboxylic acid